2,4,5-triiodo-1,3,8-trihydroxy-6-methyl-9,10-anthraquinone IC1=C(C=2C(C3=C(C=C(C(=C3C(C2C(=C1O)I)=O)I)C)O)=O)O